N-(tert-butoxycarbonyl)-N'-(2-ethylbutyl)-D-tryptophan C(C)(C)(C)OC(=O)N[C@H](CC1=CN(C2=CC=CC=C12)CC(CC)CC)C(=O)O